2-methoxy-N-(3-(8-((5R)-7-methyl-1,7-diazaspiro[4.4]nonan-2-yl)-3-(2,2,2-trifluoroethyl)imidazo[1,2-a]pyridin-2-yl)prop-2-yn-1-yl)-4-(methylsulfonyl)aniline COC1=C(NCC#CC=2N=C3N(C=CC=C3C3N[C@@]4(CC3)CN(CC4)C)C2CC(F)(F)F)C=CC(=C1)S(=O)(=O)C